C(#N)C=1C=CC(=NC1)C=1C=C2C=C(C(N(C2=NC1)CC1=CC=C(C=C1)F)=O)C(=O)NC1CC2(C1)CCC2 6-(5-cyanopyridin-2-yl)-1-(4-fluorobenzyl)-2-oxo-N-(spiro[3.3]heptan-2-yl)-1,2-dihydro-1,8-naphthyridine-3-carboxamide